2-Methoxyethyl-6-(1-(4-chlorobenzamido)cyclobutyl)-3,4-dihydro-1,5-naphthyridin-1(2H)-carboxylat COCCOC(=O)N1CCCC2=NC(=CC=C12)C1(CCC1)NC(C1=CC=C(C=C1)Cl)=O